C(C)C1=C(C=C(C=2N1C=CN2)C2=CC=C(C=C2)OC(F)(F)F)CN (5-ethyl-8-(4-(trifluoromethoxy)phenyl)imidazo[1,2-a]pyridin-6-yl)methylamine